ClC1=NC=CC2=CC(=CC=C12)OCC1CN(C1)C(=O)OC(C)(C)C tert-butyl 3-(((1-chloroisoquinolin-6-yl)oxy)methyl)azetidine-1-carboxylate